6-bromo-5-fluoro-1-(4-nitro-2-(trifluoromethyl)phenyl)-1H-indazole BrC1=C(C=C2C=NN(C2=C1)C1=C(C=C(C=C1)[N+](=O)[O-])C(F)(F)F)F